1-(1-(2,2-dimethyl-7-nitro-2,3-dihydrobenzofuran-4-yl)piperidin-4-yl)-4-methylpiperazine CC1(OC2=C(C1)C(=CC=C2[N+](=O)[O-])N2CCC(CC2)N2CCN(CC2)C)C